[3-{[(1r,4r)-4-(2-aminoethyl)cyclohexyl]amino}-4-(trifluoromethyl)phenyl]-1,3,4-oxadiazol-2(3H)-one hydrochloride Cl.NCCC1CCC(CC1)NC=1C=C(C=CC1C(F)(F)F)N1C(OC=N1)=O